9,18-dihydroxyoctadecanoic acid OC(CCCCCCCC(=O)O)CCCCCCCCCO